C(CCCCCCCCCCCCCCCCC)C(C(=O)O)CC(=O)O Octadecyl-Butanedioic Acid